carbon (succinate) C(CCC(=O)[O-])(=O)[O-].[C+4].C(CCC(=O)[O-])(=O)[O-]